C1(CC1)C=1C(=C2C(=NN(C(C2=CC1)=O)CC(=O)NC1=NC=C(C=N1)F)OC)F 2-(6-cyclopropyl-5-fluoro-4-methoxy-1-oxophthalazin-2-yl)-N-(5-fluoropyrimidin-2-yl)acetamide